C(C)(C)(C)C=1C=C(C=C(C1O)C)CCC(=O)OCCOCCOCCOC(CCC1=CC(=C(C(=C1)C)O)C(C)(C)C)=O 2-[2-[2-[3-(3-tert-butyl-4-hydroxy-5-methyl-phenyl)propanoyloxy]ethoxy]eth-oxy]ethyl 3-(3-tert-butyl-4-hydroxy-5-methyl-phenyl)propanoate